C(C=C)(=O)O.C1(=CC=CC=C1)O.C1(=CC=CC=C1)O.C1(=CC=CC=C1)O.C1(=CC=CC=C1)O tetraphenol acrylate